methyl 3-(9-((4-(aminomethyl)phenyl)carbamoyl)-4,5-dihydrobenzo[b]thieno[2,3-d]oxepin-8-yl)-6-((4-hydroxybutyl)carbamoyl)picolinate NCC1=CC=C(C=C1)NC(=O)C1=CC2=C(OCCC3=C2SC=C3)C=C1C=1C(=NC(=CC1)C(NCCCCO)=O)C(=O)OC